NC=1SC2=C(N1)C(=CC=C2F)C2=C(C=C1C(=NC(=NC1=C2F)OC[C@]21CCCN1C[C@@H](C2)F)N2C[C@@H](CC2)O)C(F)(F)F (3R)-1-(7-(2-amino-7-fluorobenzo[d]thiazol-4-yl)-8-fluoro-2-(((2R,7aS)-2-fluorotetrahydro-1H-pyrrolizin-7a(5H)-yl)methoxy)-6-(trifluoromethyl)quinazolin-4-yl)pyrrolidin-3-ol